(R)-tert-butyl 3-hydroxy-5-methyl-7,8-dihydropyrido[4,3-c]pyridazine-6(5H)-carboxylate OC1=CC2=C(N=N1)CCN([C@@H]2C)C(=O)OC(C)(C)C